(tert-Butoxycarbonyl)glycyl-L-proline C(C)(C)(C)OC(=O)NCC(=O)N1[C@@H](CCC1)C(=O)O